P(=O)(OC1=C(C=CC=C1)CC(CCCC)CC)([O-])[O-] 2-(2-ethylhexyl)phenyl phosphate